methyl (Z)-1-glycyl-3-(((4-(N-methyl-2-(4-methylpiperazin-1-yl) acetamido) phenyl) amino) (phenyl) methylene)-2-oxoindole-6-carboxylate hydrochloride Cl.NCC(=O)N1C(\C(\C2=CC=C(C=C12)C(=O)OC)=C(\C1=CC=CC=C1)/NC1=CC=C(C=C1)N(C(CN1CCN(CC1)C)=O)C)=O